2-[2-(4-chlorophenyl)-3-(4-pyridinyl)imidazol-4-yl]acetic acid ClC1=CC=C(C=C1)C1=NC=C(N1C1=CC=NC=C1)CC(=O)O